FC(C(C(C(C(C(C(C(C(C(C(C(C(C(C(C(C(C(F)(F)F)(F)F)(F)F)(F)F)(F)F)(F)F)(F)F)(F)F)(F)F)(F)F)(F)F)(F)F)(F)F)(F)F)(F)F)(F)F)(F)F)(S(=O)(=O)O)F perfluoro-n-octadecyl-sulfonic acid